C(#N)C1=CC=C(C=C1)C(C1=CN(C2=CC=CC=C12)C)C1=CN(C2=CC=CC=C12)C 3,3'-((4-(cyano)phenyl)methylene)bis(1-methyl-1H-indole)